2,4-dichlorobenzoxazole ClC=1OC2=C(N1)C(=CC=C2)Cl